6-iodo-N4-propylthieno[3,2-d]Pyrimidine-2,4-diamine IC1=CC=2N=C(N=C(C2S1)NCCC)N